C1(=CC=CC=C1)P(=O)(C1=CC=CC=C1)C(C)C1=CC=CC=C1 (diphenyl-phosphoryl)-1-phenylethane